6-fluoro-3-(morpholin-4-yl)-7-(2,3,5-trifluorophenyl)thieno[3,2-b]pyridine-2-carboxylic acid FC=1C(=C2C(=NC1)C(=C(S2)C(=O)O)N2CCOCC2)C2=C(C(=CC(=C2)F)F)F